N=1N=C(N2C1C1=CC=CC=C1C=N2)CO 1,2,4-Triazolo[3,4-a]phthalazin-3-yl-methanol